methyl 4-fluoroisoquinoline-8-carboxylate FC1=CN=CC2=C(C=CC=C12)C(=O)OC